FS(=O)(=O)OC1=CC=C(C[C@H](N)C(=O)O)C=C1 O-fluorosulfonyl-L-tyrosine